3,5-difluorobenzaldehyde chloroxime FC=1C=C(C(Cl)=NO)C=C(C1)F